4-[2-(2,4,6-trifluorophenoxymethyl)phenyl]piperidine methyl-4-[1-(4-fluorophenyl)-2-isopropyl-4-(methoxymethoxy)-pyrrolo[2,3-c]pyridin-3-yl]benzoate COC(C1=CC=C(C=C1)C1=C(N(C2=CN=CC(=C21)OCOC)C2=CC=C(C=C2)F)C(C)C)=O.FC2=C(OCC1=C(C=CC=C1)C1CCNCC1)C(=CC(=C2)F)F